CN1N=CC(=C1)NC1=NC=C(C(=C1)N)C1=CC=C(C=C1)C(F)(F)F N2-(1-methyl-1H-pyrazol-4-yl)-5-[4-(trifluoromethyl)phenyl]pyridine-2,4-diamine